N[C@H](C(=O)N[C@H](C(=O)N[C@H](C(=O)NC(CO)C[C@H]1C(NCC1)=O)CC(C)C)C(C)C)C (2S)-2-((S)-2-((S)-2-aminopropanamido)-3-methylbutanamido)-N-(1-hydroxy-3-((S)-2-oxopyrrolidin-3-yl)propan-2-yl)-4-methylpentanamide